5-(6-chloropyridin-2-yl)-1H-pyrrole-3-sulfonic acid ClC1=CC=CC(=N1)C1=CC(=CN1)S(=O)(=O)O